C=1N=CN2C1C1=CC=CC=C1C2C2C(C=1N=CC=NC1CC2)O 6-(5H-imidazo[5,1-a]isoindol-5-yl)-5,6,7,8-tetrahydroquinoxalin-5-ol